NC=1C(=C(C2=C(S(C3=C2C=CC(=C3)N)(=O)=O)C1)C)C 3,7-diamino-dimethyldibenzothiophene 5,5-dioxide